bis-(4-t-butylphenyl)-iodonium hexafluoroantimonate F[Sb-](F)(F)(F)(F)F.C(C)(C)(C)C1=CC=C(C=C1)[I+]C1=CC=C(C=C1)C(C)(C)C